CC1=C(C2=C(N=CN=C2NC2(CC2)C)O1)C(=O)N1CC(OCC1)C=1C=NN(C1)C 6-methyl-5-[2-(1-methyl-1H-pyrazol-4-yl)morpholine-4-carbonyl]-N-(1-methylcyclopropyl)furo[2,3-d]pyrimidin-4-amine